3-n-butyl-epsilon-caprolactam C(CCC)C1CC(=O)NCCC1